5-(8-(3-acrylamidophenyl)quinazolin-6-yl)-N-(pyridin-2-yl)picolinamide C(C=C)(=O)NC=1C=C(C=CC1)C=1C=C(C=C2C=NC=NC12)C=1C=CC(=NC1)C(=O)NC1=NC=CC=C1